OCC1=COC2=C1C=C(C=C2OC2=CC=CC=C2)C=2C=C(CNC(OC(C)(C)C)=O)C=CC2 tert-butyl 3-(3-(hydroxymethyl)-7-phenoxybenzofuran-5-yl)benzylcarbamate